C(C)(C)(C)[S@](=O)N[C@H](C1=CC(=CS1)C(=N)N)C1CCCC1 5-((S)-(((S)-tert-butylsulfinyl)amino)(cyclopentyl)methyl)thiophene-3-carboxamidine